C(C1=CC=CC=C1)OC1=NN(C=C1)CC 3-(benzyloxy)-1-ethyl-1H-pyrazole